Racemic-1-(benzofuran-3-yl)-N-methylpropan-2-amine hydrochloride Cl.O1C=C(C2=C1C=CC=C2)C[C@@H](C)NC |r|